OC(C)(C)C1=CC=C(C=C1)NC1=NC=C(C(=N1)NCC=1C(=NC=CN1)N(S(=O)(=O)C)C)C(F)(F)F N-[3-({[2-{[4-(1-hydroxy-1-methylethyl)phenyl]amino}-5-(trifluoromethyl)pyrimidin-4-yl]amino}methyl)pyrazin-2-yl]-N-methylmethane-sulfonamide